8-((6-chloropyridin-3-yl)methyl)-3-(3-cyclopropylprop-2-yn-1-yl)pyrido[2,3-d]pyrimidine-2,4(3H,8H)-dione ClC1=CC=C(C=N1)CN1C=CC=C2C1=NC(N(C2=O)CC#CC2CC2)=O